CC(C(=O)OC)=C methyl (methyl)acrylate